NCCNCCN.[Na] Sodium diethylenetriamine